C(=O)C1N(CC(CC1)C)C(=O)OC(C)(C)C tert-Butyl 2-formyl-5-methylpiperidin-1-carboxylate